COC(=O)N[C@@H](C(C)C)C(=O)N1[C@@H](CCC1=O)C(=O)OCC ethyl (S)-1-((methoxycarbonyl)-L-valyl)-5-oxopyrrolidine-2-carboxylate